CN(C1CCN(CC1)C(=O)OC(C)(C)C)C=1SC2=C(N1)SC(=N2)C=2N=CC(=C1C2NC=C1)C=1C=NN(C1)C1OCCCC1 tert-Butyl 4-[methyl-[2-[4-(1-tetrahydropyran-2-ylpyrazol-4-yl)-1H-pyrrolo[2,3-c]pyridin-7-yl]thiazolo[5,4-d]thiazol-5-yl]amino]piperidine-1-carboxylate